C(CC=C)[Mg]Br But-3-enyl-magnesium bromide